N2-(cyclopropylmethyl)-6-(6-(1,1-difluoroethyl)pyridin-2-yl)-N4-(2-(1,1-difluoroethyl)pyridin-4-yl)-1,3,5-triazine-2,4-diamine C1(CC1)CNC1=NC(=NC(=N1)NC1=CC(=NC=C1)C(C)(F)F)C1=NC(=CC=C1)C(C)(F)F